2-[2-[2-[2-[3-(dibenzylamino)-2-fluoro-propoxy]ethylamino]ethoxy]ethyl]isoindoline-1,3-dione C(C1=CC=CC=C1)N(CC(COCCNCCOCCN1C(C2=CC=CC=C2C1=O)=O)F)CC1=CC=CC=C1